tert-butyl (S)-3-((4-(6-cyano-7-(1,1-dioxidoisothiazolidin-2-yl)-1H-indol-3-yl)-5-(trifluoromethyl)pyrimidin-2-yl)amino)piperidine-1-carboxylate C(#N)C1=CC=C2C(=CNC2=C1N1S(CCC1)(=O)=O)C1=NC(=NC=C1C(F)(F)F)N[C@@H]1CN(CCC1)C(=O)OC(C)(C)C